3-(sec-butyl)-5-(hydroxymethyl)-2-oxo-1,2,3,5-tetrahydro-4H-benzo[1,4]diazepine-4-carboxamide C(C)(CC)C1C(NC2=C(C(N1C(=O)N)CO)C=CC=C2)=O